(R)-1-(1-(1-((1-(4-(4-(3-Amino-6-(2-hydroxyphenyl)pyridazin-4-yl)morpholin-2-yl)benzoyl)piperidin-4-yl)methyl)piperidin-4-yl)-1H-indol-4-yl)dihydropyrimidine NC=1N=NC(=CC1N1C[C@H](OCC1)C1=CC=C(C(=O)N2CCC(CC2)CN2CCC(CC2)N2C=CC3=C(C=CC=C23)N2CNCC=C2)C=C1)C1=C(C=CC=C1)O